1-isopropyl-N-(9H-fluoren-9-yl)methanimine C(C)(C)C=NC1C2=CC=CC=C2C=2C=CC=CC12